3-((3-exo)-3-((2-((5-methyl-1H-pyrazol-3-yl)amino)thieno[2,3-d]pyrimidin-4-yl)amino)-8-azabicyclo[3.2.1]oct-8-yl)propionitrile CC1=CC(=NN1)NC=1N=C(C2=C(N1)SC=C2)NC2CC1CCC(C2)N1CCC#N